N1C(=CC=2C=NC=CC21)CNC(CN2C(C(=NC=C2N2CCCCC2)N[C@H](CO[Si](C)(C)C(C)(C)C)C2=CC1=C(OC3=C1C=CC=C3)C=C2)=O)=O (S)-N-((1H-pyrrolo[3,2-c]pyridine-2-yl)methyl)-2-(3-((2-((tert-butyldimethylsilyl)oxy)-1-(dibenzo[b,d]furan-2-yl)ethyl)amino)-2-oxo-6-(piperidin-1-yl)pyrazin-1(2H)-yl)acetamide